3-Amino-3-({1-[(2,2,3,4,4-pentamethylpentan-3-yl)carbamoyl]ethyl}carbamoyl)propanoic acid NC(CC(=O)O)C(NC(C)C(NC(C(C)(C)C)(C(C)(C)C)C)=O)=O